2,4-difluoro-2',6'-dimethyl-5-(trifluoromethyl)-[1,1'-biphenyl] FC1=C(C=C(C(=C1)F)C(F)(F)F)C1=C(C=CC=C1C)C